CC1(OB(OC1(C)C)C=1C=C(N)C=CC1)C 3-(4,4,5,5-tetramethyl-1,3,2-dioxaborolan-2-yl)aniline